Cyclopentadienyltris(diethylamino)Hafnium C1(C=CC=C1)[Hf](N(CC)CC)(N(CC)CC)N(CC)CC